(2-propynyl) (2-propenyl)methylphosphonate C(C=C)CP(OCC#C)([O-])=O